O=C1NC(CCC1N1CCN(CC1)C(=O)OC(C)(C)C)=O tert-butyl 4-(2,6-dioxo-3-piperidyl)piperazine-1-carboxylate